[B+3].[B+3].C=1([O-])C([O-])=CC=CC1.C=1([O-])C([O-])=CC=CC1 bis(catecholate) diboron